5-(4-bromophenyl)-3-methylisoxazole-4-carboxylic acid BrC1=CC=C(C=C1)C1=C(C(=NO1)C)C(=O)O